m-nitro-α,α,α-tribromoacetophenone [N+](=O)([O-])C=1C=C(C=CC1)C(C(Br)(Br)Br)=O